(difluoro((4-nitrophenyl)thio)methyl)(p-tolyl)sulfane FC(SC1=CC=C(C=C1)[N+](=O)[O-])(F)SC1=CC=C(C=C1)C